NCCOCCOC=1C=C(C=CC1F)CC(=O)NC=1SC(=C(N1)C=1C=C2C=CN(C2=CC1)C(=O)C1CC1)C (3-(2-(2-Aminoethoxy)ethoxy)-4-fluorophenyl)-N-(4-(1-(cyclopropanecarbonyl)indol-5-yl)-5-methylthiazol-2-yl)acetamide